C1(CC1)CN1C=NC=C1CN1C=NC2=C1C=C(C=C2)C(=O)[O-] 1-((1-(cyclopropylmethyl)-1H-imidazol-5-yl) methyl)-1H-benzo[d]imidazole-6-carboxylate